2-(3,4-dimethoxyphenyl)-3-isopropyl-5-(6-(4-methylpiperazin-1-yl)pyridin-3-yl)-1H-indole COC=1C=C(C=CC1OC)C=1NC2=CC=C(C=C2C1C(C)C)C=1C=NC(=CC1)N1CCN(CC1)C